FC=1C=CC(=C(C1)C1=CC=C(C=C1)C)N(C(COCCOCCN1C(C2=CC=CC=C2C(C1=O)F)=O)=O)C1=CC=C(C2=NON=C21)[N+](=O)[O-] N-(5-fluoro-4'-methyl-[1,1'-biphenyl]-2-yl)-2-(2-(2-(4-fluoro-1,3-dioxoisoquinolin-2-yl)ethoxy)ethoxy)-N-(7-nitrobenzo[c][1,2,5]oxadiazole-4-yl)acetamide